6,6-difluoro-1-(2-isopropyl-6-methylphenyl)pyrido[2,3-d]pyrimidine-2,4,5,7(1H,3H,6H,8H)-tetrone FC1(C(C2=C(N(C(NC2=O)=O)C2=C(C=CC=C2C)C(C)C)NC1=O)=O)F